((2R,3S)-2-(((benzyloxy)carbonyl)amino)-3-methylpent-4-en-1-yl)((S)-but-3-en-2-yl)carbamic acid benzyl ester C(C1=CC=CC=C1)OC(N([C@@H](C)C=C)C[C@@H]([C@H](C=C)C)NC(=O)OCC1=CC=CC=C1)=O